FC1=CC=C(C=C1)C1=CC(=C(C=N1)CNC(OC(C)(C)C)=O)C(=O)NNC(CCOC)=O tert-butyl ((6-(4-fluorophenyl)-4-(2-(3-methoxypropanoyl)hydrazine-1-carbonyl)pyridin-3-yl)methyl)carbamate